tert-butyl 7-((2-((tert-butyldiphenylsilyl)oxy)ethyl)sulfonyl)-2-(3-((S)-3-methoxy-2-methyl-3-oxopropyl)phenyl)-2,6,6-trimethylheptanoate [Si](C1=CC=CC=C1)(C1=CC=CC=C1)(C(C)(C)C)OCCS(=O)(=O)CC(CCCC(C(=O)OC(C)(C)C)(C)C1=CC(=CC=C1)C[C@@H](C(=O)OC)C)(C)C